BrC=1C(=CC(=C(C1)C1=CC=C2C(=CN=NC2=C1)NCC1=C(C=C(C=C1)OC)OC)N1N=CC=C1)OC(C)C 7-(5-bromo-4-prop-2-yloxy-2-pyrazol-1-ylphenyl)-N-[(2,4-dimethoxyphenyl)methyl]cinnolin-4-amine